N1N=CC2=CC(=CC=C12)NC1=NC(=NC=N1)C1=CC=C2C=C(NC2=C1)C(=O)NC1=CN=NC=C1 6-(4-((1H-indazol-5-yl)amino)-1,3,5-triazin-2-yl)-N-(pyridazin-4-yl)-1H-indole-2-carboxamide